NC1COC(OC1)CCNC(=O)C=1C=C(C2=C([C@@H](CO2)C2=CC=CC=C2)C1)C(=O)NC (S)-N5-(2-((2r,5S)-5-Amino-1,3-dioxan-2-yl)ethyl)-N7-methyl-3-phenyl-2,3-dihydrobenzofuran-5,7-dicarboxamid